C(C)(=O)N1CC(C2(CC1)CCN(CC2)C2=NC=C(N=C2)SC2=C(C(=NC=C2)C2=NN(C=C2)C)Cl)NC(OC(C)(C)C)=O tert-butyl (3-acetyl-9-(5-((3-chloro-2-(1-methyl-1H-pyrazol-3-yl)pyridin-4-yl)thio)pyrazin-2-yl)-3,9-diazaspiro[5.5]undecane-1-yl)carbamate